(4-(5-(1,1-difluoroethyl)pyridin-2-yl)bicyclo[2.2.2]octan-1-yl)methanol FC(C)(F)C=1C=CC(=NC1)C12CCC(CC1)(CC2)CO